ClC=1C=C2C(=NC(=NC2=C(C1C1=CC(=CC2=CC=CC=C12)O)F)N1CC(C1)N(C)C)N=S1(CCNCC1)=O (S or R)-1-((6-chloro-2-(3-(dimethylamino)azetidin-1-yl)-8-fluoro-7-(3-hydroxynaphthalen-1-yl)quinazolin-4-yl)imino)-1-thiomorpholine-1-oxide